CS(=O)(=O)C1C(CCC1)=O (methylsulfonyl)cyclopentan-1-one